COC(CC(=O)C12C3C4C5(C(C14)C2C53)C(=O)OC)=O (1r,2R,3r,8S)-methyl 4-(3-methoxy-3-oxopropanoyl)cubane-1-carboxylate